CCCCCCCCCCCCCCCCCCCCCCCCC(=O)N[C@@H](COP(=O)([O-])OCC[N+](C)(C)C)[C@@H](/C=C/CCCCCCCCCC(C)C)O The molecule is an N-acyl-15-methylhexadecasphing-4-enine-1-phosphocholine in which the acyl group has 25 carbons and 0 double bonds. It derives from a 15-methylhexadecasphing-4-enine.